2-chloro-5-methoxy-4-((4-(1-methyl-4-(trifluoromethyl)-1H-imidazol-2-yl)bicyclo[2.2.2]octan-1-yl)methoxy)pyridine ClC1=NC=C(C(=C1)OCC12CCC(CC1)(CC2)C=2N(C=C(N2)C(F)(F)F)C)OC